ClC1=C(C=CC=C1N)C1=C(C=CC=C1N)Cl 2,2'-dichloro-3,6'-diaminobiphenyl